N-benzylsulfonyl-4-[4-[(2-bromophenyl)methyl]piperazin-1-yl]benzamide C(C1=CC=CC=C1)S(=O)(=O)NC(C1=CC=C(C=C1)N1CCN(CC1)CC1=C(C=CC=C1)Br)=O